1,2-Dimethoxy-4-(1-propenyl)-benzene COC1=C(C=C(C=C1)C=CC)OC